3-amino-6-[3-methylimidazo[1,2-a]pyridin-6-yl]-5-(1,3-oxazol-2-yl)pyrazine-2-carboxylic acid NC=1C(=NC(=C(N1)C=1OC=CN1)C=1C=CC=2N(C1)C(=CN2)C)C(=O)O